tert-butyl (1S,4R)-2-(((benzyloxy) carbonyl) (2-methoxyethyl) amino)-7-azabicyclo[2.2.1]heptane-7-carboxylate C(C1=CC=CC=C1)OC(=O)N(C1[C@@H]2CC[C@H](C1)N2C(=O)OC(C)(C)C)CCOC